piperidinecarbaldehyde C1CCN(CC1)C=O